C(C1=CC=CC=C1)OC(=O)N[C@@H](C(C)C)C(=O)N[C@H](CCC(=O)OC(C)(C)C)C(=O)OCC 5-(tert-butyl) 1-ethyl ((benzyloxy)carbonyl)-L-valyl-D-glutamate